ClC=1C=C(C=C(C1)Cl)C1N(CC(CC1)C)C(C(=O)OCC(F)(F)F)=O 2,2,2-trifluoroethyl 2-(2-(3,5-dichlorophenyl)-5-methylpiperidin-1-yl)-2-oxoacetate